CN1C(C2=CC=C(C=C2C(C1=O)(C[Se]C#N)C)C(F)(F)F)=O 2,4-dimethyl-4-(selenocyanatomethyl)-6-(trifluoromethyl)isoquinoline-1,3(2H,4H)-dione